N1C=C(C2=CC=CC=C12)CCNC(C1=C(C(=CC=C1)[N+](=O)[O-])NC1=CC(=C(C(=C1)OC)OC)OC)=O N-(2-(1H-indol-3-yl)ethyl)-3-nitro-2-((3,4,5-trimethoxyphenyl)amino)benzamide